styrene iodonium salt [IH2+].C=CC1=CC=CC=C1